ethylene-d2 C(=C)([2H])[2H]